[1-(2-trimethylsilylethoxymethyl)benzimidazol-5-yl]methanol C[Si](CCOCN1C=NC2=C1C=CC(=C2)CO)(C)C